4-chloro-2-fluorobenzyl ((2S)-1-((4-(cyclopropylamino)-3,4-dioxo-1-((S)-2-oxopyrrolidin-3-yl)butan-2-yl)amino)-4,4-dimethyl-1-oxopentan-2-yl)carbamate C1(CC1)NC(C(C(C[C@H]1C(NCC1)=O)NC([C@H](CC(C)(C)C)NC(OCC1=C(C=C(C=C1)Cl)F)=O)=O)=O)=O